C(C)(C)(C)C1=CC=C(C=C1)C=1C=2N(C=C(N1)\C(\C)=N/O)C=CN2 (Z)-1-(8-(4-(tert-butyl)phenyl)imidazo[1,2-a]pyrazin-6-yl)ethan-1-one oxime